2,3-diamino-6-bromopyridine NC1=NC(=CC=C1N)Br